[Al].[Fe].[Mg] magnesium-iron-aluminum salt